FC=1C=C(C=CC1)NC1=NC(=NC(=N1)NC1CNCCC1)C1=CC(=CC=C1)F N2,6-bis(3-fluorophenyl)-N4-(piperidin-3-yl)-1,3,5-triazine-2,4-diamine